N-(methyl-d3)-4-((2-cyclopropoxy-4-(1-ethyl-1H-pyrazol-4-yl)phenyl)amino)pyridazine-3-carboxamide C(NC(=O)C=1N=NC=CC1NC1=C(C=C(C=C1)C=1C=NN(C1)CC)OC1CC1)([2H])([2H])[2H]